4-(N-acetyl-O-benzyl-D-seryl)-1-(6-hydroxy-β-naphthoyl)piperazine C(C)(=O)N[C@H](COCC1=CC=CC=C1)C(=O)N1CCN(CC1)C(=O)C1=CC2=CC=C(C=C2C=C1)O